N,N-bis(2-hydroxyethyl)phthalic diamide OCCN(C(C=1C(C(=O)N)=CC=CC1)=O)CCO